4-(2-(2,6-diazaspiro[3.4]octan-6-yl)-5,6,7,8-tetrahydroquinazolin-4-yl)naphthalen-2-ol hydrochloride Cl.C1NCC12CN(CC2)C2=NC=1CCCCC1C(=N2)C2=CC(=CC1=CC=CC=C21)O